O1C(OCC1)C=1C=CC(=C(C1)C(C(F)(F)F)NCCN(C1=NC=C(C#N)C=C1)CC)F 6-((2-((1-(5-(1,3-dioxolan-2-yl)-2-fluorophenyl)-2,2,2-trifluoroethyl)amino)ethyl)(ethyl)amino)nicotinonitrile